Hex-1-en-4-one C=CCC(CC)=O